N-(1,3-dimethyl-1H-pyrazol-5-yl)-1-methyl-9-(1-methyl-1H-pyrazol-4-yl)-6,7-dihydro-5H-benzo[c][1,2,3]triazolo[1,5-a]azepin-7-amine CN1N=C(C=C1NC1C2=C(C=3N(CC1)N=NC3C)C=CC(=C2)C=2C=NN(C2)C)C